phenylhydroxylamine ammonium salt [NH4+].C1(=CC=CC=C1)NO